ClC=1C=C(C=CC1F)C(=O)C1=NN(C=C1)C(F)F (3-chloro-4-fluorophenyl)(1-(difluoromethyl)-1H-pyrazol-3-yl)methanone